Cl.OC1[C@@H](N)[C@@H](O)[C@H](O)[C@H](O1)CO MANNOSAMINE HYDROCHLORIDE